(E)-6-(2-(1-(2-(3-fluoro-6-methoxy-1,5-naphthyridin-4-yl)ethyl)piperidin-4-yl)vinyl)-2H-benzo[b][1,4]oxazin-3(4H)-one FC=1C=NC2=CC=C(N=C2C1CCN1CCC(CC1)/C=C/C1=CC2=C(OCC(N2)=O)C=C1)OC